C1=CC=C(C=C1)N=NC2=CC=CC=C2 The molecule is a molecule whose structure comprises two phenyl rings linked by a N=N double bond; the parent compound of the azobenzene class of compounds.